N-[(4-cyclopropyl-3-fluorophenyl)(phenyl)methyl]-4-fluoro-1-[2-(2-oxo-2,3-dihydro-1H-indol-3-yl)acetyl]pyrrolidine-2-carboxamide C1(CC1)C1=C(C=C(C=C1)C(NC(=O)C1N(CC(C1)F)C(CC1C(NC2=CC=CC=C12)=O)=O)C1=CC=CC=C1)F